C1N(CC2=CC=CC=C12)CC=1OC=C(C(C1)=O)OCC1CCN(CC1)S(=O)(=O)CCOC 2-(isoindolin-2-ylmethyl)-5-((1-((2-methoxyethyl)sulfonyl)piperidin-4-yl)methoxy)-4H-pyran-4-one